4-(chloromethyl)-2-[(3R)-3-methylmorpholin-4-yl]-8-(1H-pyrazol-5-yl)-1,7-naphthyridine ClCC1=CC(=NC2=C(N=CC=C12)C1=CC=NN1)N1[C@@H](COCC1)C